C1(CC1)C(NC(=O)[C@H]1N(C[C@@H](C1)O)C([C@H](C(C)(C)C)N1N=NC(=C1)C1CC1)=O)C1OCCCC1 (2S,4r)-N-[cyclopropyl-(tetrahydropyran-2-yl)methyl]-1-[(2S)-2-(4-cyclopropyltriazol-1-yl)-3,3-dimethyl-butyryl]-4-hydroxy-pyrrolidine-2-carboxamide